((2-(2'-cyano-3'-(6-(difluoromethoxy)-5-(pyrrolidin-1-ylmethyl)benzo[d]oxazol-2-yl)-2-methyl-[1,1'-biphenyl]-3-yl)-6-(difluoromethoxy)benzo[d]oxazol-5-yl)methyl)proline C(#N)C1=C(C=CC=C1C=1OC2=C(N1)C=C(C(=C2)OC(F)F)CN2CCCC2)C2=C(C(=CC=C2)C=2OC1=C(N2)C=C(C(=C1)OC(F)F)CN1[C@@H](CCC1)C(=O)O)C